2-[2-[2-[2-(2-hydroxyethoxy)ethoxy]ethoxy] ethoxy]ethyl 4-methylbenzenesulfonate CC1=CC=C(C=C1)S(=O)(=O)OCCOCCOCCOCCOCCO